3-ethoxypyridin C(C)OC=1C=NC=CC1